C1(CCCC1)CC1=CC=CC(=N1)C1=CC(=C(C(=C1)F)N1CCC(CC1)CC(=O)O)F 2-[1-[4-[6-(cyclopentylmethyl)-2-pyridinyl]-2,6-difluoro-phenyl]-4-piperidinyl]acetic acid